ClC1=NC=C(C(=N1)Cl)C(=O)OCC ethyl 2,4-dichloro-pyrimidine-5-carboxylate